4-((2S,4S)-2-((Difluoromethoxy)methyl)-4-(4-(trifluoromethoxy)phenoxy)pyrrolidin-1-yl)benzoic acid FC(OC[C@H]1N(C[C@H](C1)OC1=CC=C(C=C1)OC(F)(F)F)C1=CC=C(C(=O)O)C=C1)F